F[C@H]1[C@@H](C1)C(=O)O (1S,2R)-2-fluorocyclopropanecarboxylic acid